N-(2,5-Dimethylphenyl)-N1-(4-methoxyphenyl)-6-morpholin-4-yl-[1,3,5]triazine-2,4-diamine CC1=C(C=C(C=C1)C)NC1N(C(=NC(=N1)N)N1CCOCC1)C1=CC=C(C=C1)OC